CN1N=CC(N(C1=O)C)=O 2,4-dimethyl-1,2,4-triazine-3,5(2H,4H)-dione